ClC1=NNC=2C1=NC(=CC2CN2C[C@H](CCC2)C)C(=O)[O-].[Li+].[Li+].ClC2=NNC=1C2=NC(=CC1CN1C[C@H](CCC1)C)C(=O)[O-] lithium lithium (S)-3-chloro-7-((3-methylpiperidin-1-yl) methyl)-1H-pyrazolo[4,3-b]pyridine-5-carboxylate